[Na].COC1=NC=CC(=C1C(F)(F)F)S 2-Methoxy-3-(trifluoromethyl)pyridine-4-thiol sodium salt